C(=C)C1=CC=C(C=C1)OP(O)(O)=O 4-vinyl-phenyl-phosphoric acid